ClC=1C=CS(C1)O 4-Chlorothiophene-1-ol